[1,3-bis-(2,4,6-trimethyl-phenyl)-2-imidazolidinylidene]dichloro(phenylindenylidene)(tricyclohexylphosphine) Ruthenium(II) [Ru+2].CC1=C(C(=CC(=C1)C)C)N1C(N(CC1)C1=C(C=C(C=C1C)C)C)=C1C(C(C(CC1)(P(C1CCCCC1)C1CCCCC1)Cl)=C1C(=CC2=CC=CC=C12)C1=CC=CC=C1)Cl